C(CCCCCC(C)C)S(=O)(=O)[O-].[Na+] sodium isononyl-sulfonate